The molecule is a hydroxy monocarboxylic acid anion that is the conjugate base of tetracenomycin F1, obtained by deprotonation of the carboxy group. It is a conjugate base of a tetracenomycin D3. It is a conjugate acid of a tetracenomycin D3(2-). CC1=C(C(=CC2=CC3=C(C(=C12)[O-])C(=O)C4=C(C3=O)C=C(C=C4O)O)O)C(=O)O